C(=O)NNC(=O)C1CN(C1)C(=O)OC(C)(C)C tert-butyl 3-(2-formylhydrazine-1-carbonyl)azetidine-1-carboxylate